1-(2-((2R,4S)-4-((tert-butyldimethylsilyl)oxy)pyrrolidin-2-yl)-6-cyclopropylimidazo[1,2-a]pyridin-8-yl)-3-methylimidazolidine-2,4-dione [Si](C)(C)(C(C)(C)C)O[C@H]1C[C@@H](NC1)C=1N=C2N(C=C(C=C2N2C(N(C(C2)=O)C)=O)C2CC2)C1